(cis)-1-benzyl-3,3-difluorooctahydro-1H-pyrrolo[2,3-c]pyridine hydrochloride Cl.C(C1=CC=CC=C1)N1CC([C@@H]2[C@H]1CNCC2)(F)F